C1(=CC(=CC=C1)C[C@@H]1N(CCC[C@@]1(N[S@](=O)C(C)(C)C)C(CO)O)C(=O)OC(C)(C)C)C1=CC=CC=C1 tert-butyl (2S,3S)-2-({[1,1'-biphenyl]-3-yl}methyl)-3-(1,2-dihydroxyethyl)-3-{[(R)-2-methylpropane-2-sulfinyl]amino}piperidine-1-carboxylate